C(CC)OC(=O)C(\C(=C\C)\C)C(=O)OCCC (E)-2-methylbut-2-enedicarboxylic acid dipropyl ester